tert-butyl 4-(4-hydroxyphenyl)piperazine-1-carboxylate OC1=CC=C(C=C1)N1CCN(CC1)C(=O)OC(C)(C)C